(S)-N-(6-(1H-pyrazol-4-yl)benzo[d]thiazol-2-yl)-1-cyanopyrrolidine-3-carboxamide N1N=CC(=C1)C1=CC2=C(N=C(S2)NC(=O)[C@@H]2CN(CC2)C#N)C=C1